P(=S)(SC(C)C)(OC(C)CC)[O-].[Cu+2].C(C)(C)SP(=S)(OC(C)CC)[O-] copper isopropyl secondary-butyl dithiophosphate